Cl.CN1N=C2C=CC(=CC2=C1)C=1C=CC(=C(C1)O)C=1N=NC(=CC1)C1CN(C1)C1CCOCC1 5-(2-methyl-2H-indazol-5-yl)-2-(6-(1-(tetrahydro-2H-pyran-4-yl)azetidin-3-yl)pyridazin-3-yl)phenol hydrochloride